2-{6-[(azetidin-3-yl)methyl]-2-ethyl-5,8-dioxo-5,6,7,8-tetrahydro-4H-pyrazolo[1,5-a]pyrrolo[3,4-d]pyrimidin-4-yl}-N-(5-fluoropyridin-2-yl)acetamide N1CC(C1)CN1C(C=2N(C=3N(C(C2C1)=O)N=C(C3)CC)CC(=O)NC3=NC=C(C=C3)F)=O